N(=[N+]=[N-])CC1(CC(C1)(OC)OC)C1=CC(=CC=C1)Br 1-(1-(azidomethyl)-3,3-dimethoxycyclobutyl)-3-bromobenzene